CC1=CC(=NN1C=1C=C2C=CN(C2=CC1)CC1=CC=C(C=C1)C1C[C@@H]2[C@@H](CN(C2)C)C1)C(=O)N 5-methyl-1-(1-(4-((3ar,5r,6as)-2-methyl-octahydrocyclopenta[c]pyrrol-5-yl)benzyl)-1H-indol-5-yl)-1H-pyrazole-3-carboxamide